2-(4-(2-(1-(2,6-dioxopiperidin-3-yl)-3-methyl-2-oxo-2,3-dihydro-1H-benzimidazol-5-yl)ethyl)piperidin-1-yl)acetic acid O=C1NC(CCC1N1C(N(C2=C1C=CC(=C2)CCC2CCN(CC2)CC(=O)O)C)=O)=O